OC1=C(C=C(C=C1)C)C(C)C1=C(C=CC(=C1)C)O 1,1-bis(2-hydroxy-5-methylphenyl)ethane